C(C)(C)(C)OC(=O)N=C1N(C=CN1C)CC=1C=C2C([C@H](COC2=C(C1)C1=C(C=C(C=C1)F)C)CC=1C=CC(=C(OCC(=O)OC)C1)F)=O Methyl (S)-2-(5-((6-((2-((tert-butoxycarbonyl)imino)-3-methyl-2,3-dihydro-1H-imidazol-1-yl)methyl)-8-(4-fluoro-2-methylphenyl)-4-oxochroman-3-yl)methyl)-2-fluorophenoxy)acetate